cyclopropyl-(2-(5-isopropylisoxazol-3-yl)pyrrolidin-1-yl)methanone C1(CC1)C(=O)N1C(CCC1)C1=NOC(=C1)C(C)C